C(C1=CC=CC=C1)(=O)OC1(C(N(C2=CC=C(C=C12)Cl)CC)=O)CC1=C(C(=CC=C1)OC)OC(NCCOCCO)=O 5-chloro-1-ethyl-3-(2-(((2-(2-hydroxyethoxy)ethyl)carbamoyl)oxy)-3-methoxybenzyl)-2-oxoindolin-3-yl benzoate